ClC1=CC=C(C=N1)CN1C=CC=C2C1=NC(N(C2=O)C2CCC(CC2)C)=O 8-((6-chloropyridin-3-yl)methyl)-3-(4-methylcyclohexyl)pyrido[2,3-d]pyrimidine-2,4(3h,8h)-dione